methyl 8-bromo-2-morpholino-4-oxo-chromene-6-carboxylate BrC=1C=C(C=C2C(C=C(OC12)N1CCOCC1)=O)C(=O)OC